2-4-fluorobenzyl-6-(2-tetrahydrofuranyl)-1,2,4-triazine FC1=CC=C(CN2NC(=CN=C2)C2OCCC2)C=C1